2-methoxy-5-(phenylethynyl)benzoic acid COC1=C(C(=O)O)C=C(C=C1)C#CC1=CC=CC=C1